[Si](C)(C)(C(C)(C)C)O[C@H]1[C@@H](O[C@@H]([C@H]1O[Si](C)(C)C(C)(C)C)CSCC=1C(=NOC1C1=CC=CC=C1)C)N1C=C(C2=C1N=CN=C2N)I 7-((2R,3R,4R,5S)-3,4-bis((tert-Butyldimethylsilyl)oxy)-5-((((3-methyl-5-phenylisoxazol-4-yl)methyl)thio)methyl)tetrahydrofuran-2-yl)-5-iodo-7H-pyrrolo[2,3-d]pyrimidin-4-amine